(2Z)-5-(2-chloro-4-hydroxyphenyl)-2-(hydroxyimino)-2,3-dihydro-1H-inden-1-one ClC1=C(C=CC(=C1)O)C=1C=C2C/C(/C(C2=CC1)=O)=N/O